OC=1C2=C(N=CN1)N(C=C2C2(CC2)C)C=2C=C(C#N)C=CC2 3-(4-hydroxy-5-(1-methylcyclopropyl)-7H-pyrrolo[2,3-d]pyrimidin-7-yl)benzonitrile